1-(4-(3-chlorophenyl)-3,4-dihydroquinoxaline-1(2H)-yl)-3-(pyrrolidin-1-yl)propan-1-one ClC=1C=C(C=CC1)N1CCN(C2=CC=CC=C12)C(CCN1CCCC1)=O